C1=CC=CC=2C3=CC=CC=C3N(C12)C=1C=C(C(=C(C1)C=1C(=CC=CC1)NC1=CC=CC=C1)F)F 5'-(9H-carbazol-9-yl)-2',3'-difluoro-N-phenyl-[1,1'-biphenyl]-2-amine